ClC1=C(C=C(OCC(=O)O)C=C1)C(=O)OC 2-(4-chloro-3-(methoxycarbonyl)phenoxy)acetic acid